C(C)C1=NC=C(N1)C(=O)O 2-ETHYL-3H-IMIDAZOLE-4-CARBOXYLIC ACID